(12aR)-10-chloro-9-(5-methyl-1H-indazol-4-yl)-1,3,4,11,12,12a-hexahydropyrazino[2,1-c][1,4]benzodiazepin-6(2H)-one ClC1=C(C=CC=2C(N3[C@@H](CNC21)CNCC3)=O)C3=C2C=NNC2=CC=C3C